CC(C)(C)C1=CC=C(C=C1)C(C=O)(C)C 4-(1,1-dimethylethyl)-α-methyl-phenylpropanal